4-Chloro-1-ethyl-5-(4-methoxy-6-((R*)-3,3,3-trifluoro-2-methylpropyl)pyridin-3-yl)-N-(((1r,4r)-4-(methylsulfonyl)cyclohexyl)methyl)-1H-pyrazole-3-carboxamide ClC=1C(=NN(C1C=1C=NC(=CC1OC)C[C@H](C(F)(F)F)C)CC)C(=O)NCC1CCC(CC1)S(=O)(=O)C |o1:15|